BrC=1N=CC(=NC1)NC(C(CCC)N1N=C(C(=C1)C1=CC=C(C=C1)OC)C(F)(F)F)=O 2-(4-[4-methoxy-phenyl]-3-trifluoromethyl-pyrazol-1-yl)-pentanoic acid (5-bromo-pyrazin-2-yl)-amide